BrC1=C(C=CC(=C1)OC(F)(F)F)NCC(CC1=CC=C(C=C1)[N+](=O)[O-])O 1-((2-bromo-4-(trifluoromethoxy)phenyl)amino)-3-(4-nitrophenyl)propan-2-ol